NC1=NNC(=N1)C1=NN=C(O1)N 5-(3-amino-1H-1,2,4-triazole-5-yl)-1,3,4-oxadiazol-2-amine